2-fluoro-6-(2,3-dimethoxyanilino)-9-(tetrahydrofuran-2-yl)-9H-purine FC1=NC(=C2N=CN(C2=N1)C1OCCC1)NC1=C(C(=CC=C1)OC)OC